(S)-3-(4-(4-(2-(2-Aminopyridin-3-yl)-5-phenyl-3H-imidazo[4,5-b]pyridin-3-yl)benzyl)-2-methylpiperazin-1-yl)-4-methoxycyclobut-3-ene-1,2-dione NC1=NC=CC=C1C1=NC=2C(=NC(=CC2)C2=CC=CC=C2)N1C1=CC=C(CN2C[C@@H](N(CC2)C=2C(C(C2OC)=O)=O)C)C=C1